B(OCC)(OCC)OC1=CC=C(C=C1)C=O diethyl (4-formylphenyl) borate